[Ag].[Bi].[Sb].[Pb] lead-antimony-bismuth-silver